BrC=1C(=C(N(CC2=CC=C(C=C2)OC)CC2=CC=C(C=C2)OC)C=CC1)F 3-bromo-2-fluoro-N,N-bis(4-methoxybenzyl)aniline